ClC1=C(C(=C2C(=NNC2=C1)C1CC1)C1=CC(=C(C=C1)S(=O)(=O)C)C)C#N 6-chloro-3-cyclopropyl-4-(3-methyl-4-methylsulfonylphenyl)-1H-indazole-5-carbonitrile